NC1=NC2=C(N1)C(=CC=C2C(=O)O)Br 2-amino-7-bromo-1H-benzo[d]imidazole-4-carboxylic acid